CC=1C=NC(=CC1)C(=O)C1C2(NC(CC1)C2)C(=O)O cis-3-methyl-6-picolinoyl-6-azabicyclo[3.1.1]heptane-1-carboxylic acid